BrC=1C=C(N(C1)C)C(=O)O 4-bromo-1-methyl-pyrrole-2-carboxylic acid